C(C)(C)(C)C=1N=C(C2=C(N1)C(=CC(=N2)C2=CC=C(C=C2)CN2C1COCC2COC1)C(=O)N)N[C@@H]1CNCCC1 tert-butyl-6-(4-[3,7-dioxa-9-azabicyclo[3.3.1]non-9-ylmethyl]phenyl)-4-[(3S)-piperidin-3-ylamino]pyrido[3,2-d]pyrimidine-8-carboxamide